4-((2-chloropyrimidin-5-yl)methyl)thiazole trimagnesium zinc [Zn].[Mg].[Mg].[Mg].ClC1=NC=C(C=N1)CC=1N=CSC1